N-myristoyl-sarcosine C(CCCCCCCCCCCCC)(=O)N(C)CC(=O)O